Tert-butyl 2-[4-(4-{3-[2-(2,6-dioxopiperidin-3-yl)-1-oxo-2,3-dihydro-1H-isoindol-5-yl]prop-2-yn-1-yl}piperazin-1-yl) piperidin-1-yl]acetate O=C1NC(CCC1N1C(C2=CC=C(C=C2C1)C#CCN1CCN(CC1)C1CCN(CC1)CC(=O)OC(C)(C)C)=O)=O